FC1=C(OCC(=O)OC(C)(C)C)C=CC=C1C(NC1C(NCCCC1)=O)=O tert-Butyl 2-[2-fluoro-3-[(2-oxoazepan-3-yl)carbamoyl]phenoxy]acetate